N-(3-fluoro-4-((1-isopropyl-2-oxo-2,3-dihydro-1H-imidazo[4,5-b]pyridine-7-yl)oxy)phenyl)-1-(4-methylpyridine-2-yl)-5-(trifluoromethyl)-1H-pyrazole-4-carboxamide FC=1C=C(C=CC1OC1=C2C(=NC=C1)NC(N2C(C)C)=O)NC(=O)C=2C=NN(C2C(F)(F)F)C2=NC=CC(=C2)C